O=C(C(=O)N)N1[C@H](CC[C@@H](C1)C)C1=CC2=CN(N=C2C=C1)C 2-oxo-2-[(2R,5S)-5-methyl-2-(2-methylindazol-5-yl)-1-piperidyl]acetamide